3,5,7-trimethylcyclooctanol CC1CC(CC(CC(C1)C)C)O